(1R,3S,4R)-2-(2-(3-chlorophenyl)-2,2-difluoroacetyl)-5,5-difluoro-N-((S)-4-fluoro-3-oxo-1-((R)-2-oxopyrrolidin-3-yl)butan-2-yl)-2-azabicyclo[2.2.2]octane-3-carboxamide ClC=1C=C(C=CC1)C(C(=O)N1[C@H]2CC([C@@H]([C@H]1C(=O)N[C@@H](C[C@@H]1C(NCC1)=O)C(CF)=O)CC2)(F)F)(F)F